ClC1=C(C(=O)N2COC3=C(C2)C=CC=C3C3=CC(=C(C(=O)O)C=C3F)N3C2COCC3CC2)C(=CC(=C1)C1=CC2=CN(N=C2C=C1)C)Cl 4-[3-[2,6-Dichloro-4-(2-methylindazol-5-yl)benzoyl]-2,4-dihydro-1,3-benzoxazin-8-yl]-5-fluoro-2-(3-oxa-8-azabicyclo[3.2.1]octan-8-yl)benzoic acid